(S)-N-methyl-1-(7-(8-methylnaphthalen-1-yl)-2-((1-methylpyrrolidin-2-yl)methoxy)-5,6,7,8-tetrahydropyrido[3,4-d]pyrimidin-4-yl)piperidin-4-amine hydrochloride Cl.CNC1CCN(CC1)C=1C2=C(N=C(N1)OC[C@H]1N(CCC1)C)CN(CC2)C2=CC=CC1=CC=CC(=C21)C